Tert-butyl (3R)-3-{[6-(methylcarbamoyl)pyridin-3-yl]methyl}pyrrolidine-1-carboxylate CNC(=O)C1=CC=C(C=N1)C[C@H]1CN(CC1)C(=O)OC(C)(C)C